4-pyrrolidinecarboxaldehyde N1CCC(C1)C=O